O[C@@H]1CN(CC[C@H]1NC1=NN2C(C=N1)=CC=C2C2=NC=C(C=C2)C)C(=O)OC(C)(C)C tert-butyl (3R,4R)-3-hydroxy-4-{[7-(5-methylpyridin-2-yl)pyrrolo[2,1-f][1,2,4]triazin-2-yl]amino}piperidine-1-carboxylate